C(C(=C)C)(=O)NCC[N+](C)(C)C [2-(methacryloylamino)ethyl]tri-methyl-ammonium